1,4-dihydro-2H-3,1-benzoxazine N1COCC2=C1C=CC=C2